BrC1=C(C(=O)OC)C=C(C=C1C)NC1=NC=C(C(=N1)NC1COCCC1C#N)C methyl 2-bromo-5-[[4-[(4-cyanotetrahydropyran-3-yl)amino]-5-methyl-pyrimidin-2-yl]amino]-3-methyl-benzoate